tert-butyl 3,3-difluoro-4-(2-fluoro-4-nitro-phenyl)-2,6-dihydropyridine-1-carboxylate FC1(CN(CC=C1C1=C(C=C(C=C1)[N+](=O)[O-])F)C(=O)OC(C)(C)C)F